CC1(OC(CC(O1)=O)=O)C 2,2-dimethyl-[1,3]dioxane-4,6-dione